FC=1C=C(C=C(C1C)NC(=O)C1=CN=C2N1C=CC(=C2)F)C2=NOC(=N2)C2CN(C2)C(=O)OC methyl 3-(3-(3-fluoro-5-(7-fluoroimidazo[1,2-a]pyridine-3-carboxamido)-4-methylphenyl)-1,2,4-oxadiazol-5-yl)azetidine-1-carboxylate